FC(OC1=CC=C(C=C1)S(=O)(=O)N1[C@H]2CC(C[C@@H]1CC2)NCC2(CCOCC2)O)F 4-((((1R,3r,5S)-8-((4-(difluoromethoxy)phenyl)sulfonyl)-8-azabicyclo[3.2.1]oct-3-yl)amino)methyl)tetrahydro-2H-pyran-4-ol